NCCC[Si](Cl)(Cl)Cl γ-aminopropyl-trichlorosilane